P(=O)(O)(O)O.N1C=NC(=C1)CCNC(CC(=O)NCCC=1N=CNC1)=O N,N'-bis[2-(1H-imidazol-4-yl)ethyl]propanediamide phosphate